CC1([C@@H](N2[C@H](S1)[C@@H](C2=O)NC(=O)[C@@H](C3=CC=CC=C3)N=C)C(=O)O)C The molecule is a penicillin compound having a 6beta-(2R)-2-(methylideneamino)-2-phenylacetamido side-group. It is a penicillin and a penicillin allergen. It is a conjugate acid of a metampicillin(1-).